C(C=C)(=O)N1C[C@H](O[C@H](C1)C(F)F)C1=CC(=NC(=C1)Cl)C1=CC(=NC(=C1)F)C(=O)NC 4-((2R,6R)-4-acryloyl-6-(difluoromethyl)morpholin-2-yl)-6-chloro-6'-fluoro-N-methyl-[2,4'-bipyridine]-2'-carboxamide